6-[4-(dimethylamino)-5,6-difluoro-8-(methylamino)-9H-pyrido[2,3-b]indol-3-yl]-1-[2-(dimethylamino)-2-methyl-propyl]-4-oxo-1,8-naphthyridine-3-carboxylic acid CN(C1=C(C=NC=2NC3=C(C=C(C(=C3C21)F)F)NC)C=2C=C1C(C(=CN(C1=NC2)CC(C)(C)N(C)C)C(=O)O)=O)C